S-adenosylmethylthioamine [C@@H]1([C@H](O)[C@H](O)[C@@H](CCSN)O1)N1C=NC=2C(N)=NC=NC12